BrC=1C(=NC(=C(C1C)Br)C)C(=O)[O-] 3,5-dibromo-4,6-dimethylpicolinate